Cl.NC1CCC(CC1)N(C1=C2CN(C(C2=CC=C1)=O)C1C(NC(CC1)=O)=O)CC1CC1 3-(4-(((1r,4r)-4-aminocyclohexyl)(cyclopropylmethyl)amino)-1-oxoisoindolin-2-yl)piperidine-2,6-dione hydrochloride